caprylic acid heptadecyl ester C(CCCCCCCCCCCCCCCC)OC(CCCCCCC)=O